FC=1C(=NC=CC1)C1=CC=C(C=C1)C1=CNC2=NC=C(C=C21)C=2C=CC1=C(CC[C@H](CC1)N1C3COCC1C3)C2 6-[(7S)-2-{3-[4-(3-Fluoropyridin-2-yl)phenyl]-1H-pyrrolo[2,3-b]pyridin-5-yl}-6,7,8,9-tetrahydro-5H-benzo[7]annulen-7-yl]-3-oxa-6-azabicyclo[3.1.1]heptane